trifluorodimethyl-cyclopropane FC1C(C1(C)C)(F)F